tert-butyl trans-N-[4-(6-chloropyrazolo[3,4-d]pyrimidin-1-yl)cyclohexyl]carbamate ClC1=NC=C2C(=N1)N(N=C2)[C@@H]2CC[C@H](CC2)NC(OC(C)(C)C)=O